C(C1=CC=CC=C1)N1C2C(CCCC1CC2)=O 9-benzyl-9-azabicyclo[4.2.1]nonan-2-one